CC(C(=O)O)CCCCCC\C=C/C[C@H](O)CCCCCC.OC(C(=O)OC)=CCCCCCCCCCCCCCCC methyl hydroxyoctadecenoate (methyl ricinoleate)